2-((Tetrahydro-2H-pyran-4-yl)methyl)-4-chloro-7-azaindole O1CCC(CC1)CC=1NC2=NC=CC(=C2C1)Cl